C1(=CC=C2C=CC3=CC=CC4=CC=C1C2=C34)C=NC3=CC=C(C=C3)O 4-(pyrene-1-ylmethyleneamino)phenol